C(N)(=O)C1=CC=C(CNC(=O)C=2C=NN(C2)CC2=CC=C(C=C2)CC2CC2)C=C1 N-(4-carbamoylbenzyl)-1-(4-(cyclopropylmethyl)benzyl)-1H-pyrazole-4-carboxamide